N-(6-(5-fluoro-2-methylpyridin-4-yl)imidazo[1,2-a]pyridin-2-yl)cyclopropanecarboxamide FC=1C(=CC(=NC1)C)C=1C=CC=2N(C1)C=C(N2)NC(=O)C2CC2